FC=1C=C(CN2C(=NC=3C2=NC=CC3)CCC(=O)NCC3=CC=NC=C3)C=CC1F 3-[3-(3,4-Difluoro-benzyl)-3H-imidazo[4,5-b]pyridin-2-yl]-N-pyridin-4-ylmethyl-propionamide